tert-Butyl 2-(7-(3,4-dichlorophenylamino)-1,2,3,4-tetrahydroacridin-9-ylamino)ethylcarbamate ClC=1C=C(C=CC1Cl)NC1=CC=C2N=C3CCCCC3=C(C2=C1)NCCNC(OC(C)(C)C)=O